C(C)(C)(C)OC(=O)N([C@H](C(=O)O)CC)C (s)-2-((tert-butoxycarbonyl)(methyl)amino)butanoic acid